CC([C@@H](C(=O)N1CC2(CC2)C[C@H]1C(=O)O)NC(C(F)(F)F)=O)(C)C (S)-5-((S)-3,3-dimethyl-2-(2,2,2-trifluoroacetamido)butanoyl)-5-azaspiro[2.4]heptane-6-carboxylic acid